(6-(4-Chlorophenyl)-2,3,3a,4,7,7a-hexahydro-1H-inden-5-yl)methanol ClC1=CC=C(C=C1)C1=C(CC2CCCC2C1)CO